NC1=NC=CC=C1C1=NC=2C(=NC(=CC2)C=2C=NC(=CC2)C(F)(F)F)N1C1=CC=C(CN2CCC(CC2)NC2=NC(=NC=C2)C#N)C=C1 4-((1-(4-(2-(2-aminopyridin-3-yl)-5-(6-(trifluoromethyl)pyridin-3-yl)-3H-imidazo[4,5-b]pyridin-3-yl)benzyl)piperidin-4-yl)amino)pyrimidine-2-carbonitrile